N[C@@H](C)C1=NC2=CC=C(C(=C2C(N1C1=CC=CC=C1)=O)C#CC=1C=NN(C1)C)F (S)-2-(1-aminoethyl)-6-fluoro-5-((1-methyl-1H-pyrazole-4-yl)ethynyl)-3-phenylquinazolin-4(3H)-one